(1R,3R) or (1R,3S)-1-(1-(4-methoxyphenyl)ethyl)-5-oxo-pyrrolidine-3-carboxylic acid COC1=CC=C(C=C1)[C@@H](C)N1C[C@@H](CC1=O)C(=O)O |o1:12|